(5-(cyclohexylmethyl)pyridin-2-yl)-1-methyl-6-oxo-1,6-dihydropyridine-3-carboxamide C1(CCCCC1)CC=1C=CC(=NC1)C=1N(C(C=CC1C(=O)N)=O)C